CC(CCO)C 3-Methylbutan-1-ol